CC1(N(CC(C1)C(CCNC1=NC(=CC=C1)S(N)(=O)=O)C1=CC=CC=C1)C(=O)OC(C)(C)C)C tert-Butyl 2,2-dimethyl-4-[1-phenyl-3-[(6-sulfamoyl-2-pyridyl)amino]propyl]pyrrolidine-1-carboxylate